C(N)(O[C@H](C(=O)NN(C([C@H](F)Cl)=O)CCC(=O)N)C(C1CCCCC1)CC1=CC=CC=C1)=O ((S)-benzyl 1-(2-(3-amino-3-oxo-propyl)-2-((R)-2-chloro-2-fluoroacetyl) hydrazino)-3-cyclohexyl-1-oxo-propan-2-yl) carbamate